ClC=1C=C(C=CC1)C1=NC2=CC(=CC=C2C=N1)N 2-(3-chlorophenyl)quinazolin-7-amine